thiolpentanol S1C(=CC=C1)CCCCCO